butyl (3R)-3-methylpiperazine-1-carboxylate C[C@@H]1CN(CCN1)C(=O)OCCCC